N1(CCCCC1)S(=O)(=O)C=1C=C(C=CC1)NC(C1=C(N=CC=C1)N1CCC2(CC2)CC1)=O N-(3-(piperidin-1-ylsulfonyl)phenyl)-2-(6-azaspiro[2.5]oct-6-yl)nicotinamide